FC(C(=O)O)(F)F.C(CCCCCCC)OC12CC3(CC(CC(C1)C3)C2)N 3-(octyloxy)adamantan-1-amine 2,2,2-trifluoroacetate